((4aS,7aR)-1-methyloctahydro-4aH-cyclopenta[b]pyridin-4a-yl)methanol tert-butyl-4-(4-formyl-5-hydroxy-2-vinylphenyl)piperazine-1-carboxylate C(C)(C)(C)C1N(CCN(C1)C1=C(C=C(C(=C1)O)C=O)C=C)C(=O)OC[C@]12[C@H](N(CCC1)C)CCC2